5-(3,6-dihydro-2H-pyran-4-yl)naphthalen-1-amine O1CCC(=CC1)C1=C2C=CC=C(C2=CC=C1)N